3-dimethylamino-2-(cholest-5-en-3β-oxybutan-4-yloxy)-1-(cis,cis-9,12-octadecadienyloxy)propane CN(CC(COCCCCCCCC\C=C/C\C=C/CCCCC)OC(CCC)O[C@@H]1CC2=CC[C@H]3[C@@H]4CC[C@H]([C@@H](CCCC(C)C)C)[C@]4(CC[C@@H]3[C@]2(CC1)C)C)C